C1CCCNCC1 The molecule is an azacycloalkane that is cycloheptane in which one of the carbon atoms is replaced by a nitrogen atom. It is a member of azepanes, an azacycloalkane and a saturated organic heteromonocyclic parent.